10-(dimethylamino)-10-oxodecanoic acid methyl ester COC(CCCCCCCCC(=O)N(C)C)=O